(1R,5S)-8-(2-Chloro-6-((1-(methoxycarbonyl)-1,2,3,4-tetrahydronaphthalen-1-yl)methyl)-5-nitropyrimidine-4-yl)-3,8-diazabicyclo[3.2.1]octane-3-carboxylate ClC1=NC(=C(C(=N1)N1[C@H]2CN(C[C@@H]1CC2)C(=O)[O-])[N+](=O)[O-])CC2(CCCC1=CC=CC=C21)C(=O)OC